C(C)NC1=NC(=CC=C1[C@@H]1CC2(CC(C2)(F)F)CCN1CC1=C2C=CN(C2=C(C=C1OC)C)C(=O)OC(C)(C)C)C(=O)OC tert-butyl (S)-4-((6-(2-(ethylamino)-6-(methoxycarbonyl)pyridin-3-yl)-2,2-difluoro-7-azaspiro[3.5]nonan-7-yl)methyl)-5-methoxy-7-methyl-1H-indole-1-carboxylate